ClC=1C(=C2C=NNC2=C(C1F)NC(C(F)F)C)C1=CC=2N(C=C1)N=C(C2)NC(=O)[C@H]2[C@H](C2)F (1S,2S)-N-(5-(5-chloro-7-((1,1-difluoropropan-2-yl)amino)-6-fluoro-1H-indazol-4-yl)pyrazolo[1,5-a]pyridin-2-yl)-2-fluorocyclopropane-1-carboxamide